C(C1=CC=CC=C1)N1C(C=2N(CC1)N=C1C2CN(CC1)C(C1=CC(=C(C=C1)Cl)Cl)=O)=O 9-Benzyl-2-(3,4-dichlorobenzoyl)-1,2,3,4,8,9-hexahydropyrido[4',3':3,4]pyrazolo[1,5-a]pyrazin-10(7H)-one